2-iodo-2-methylmalonic acid IC(C(=O)O)(C(=O)O)C